BrC1=CC=C(C=C1)C=1C=CC2=C(N(C(=N2)C2=CC=CC=C2)C2=CC=CC=C2)C1 6-(4-bromophenyl)-1,2-diphenyl-1H-benzo[d]imidazole